C1(CCC1)CC(C(=O)OCC(COC(C(CCCCCCCC)CC1CCC1)=O)C1CCN(CC1)CCCCO)CCCCCCCC 2-(1-(4-hydroxybutyl)piperidin-4-yl)propane-1,3-diyl bis(2-(cyclobutylmethyl)decanoate)